FC1=C(C=C(C=C1)F)CNCC=1C=CC=2C(N(C3=CC=CC1C23)C2C(NC(CC2)=O)=O)=O 3-[5-[[(2,5-difluorophenyl)methylamino]methyl]-2-oxo-benzo[cd]indol-1-yl]piperidine-2,6-dione